FC=1C(=CC2=C(C=CO2)C1)CC#N 2-(5-fluorobenzofuran-6-yl)acetonitrile